(R)-5-((N,N-dimethylsulfamoyl)amino)-2-methyl-N-(1-(naphthalen-1-yl)ethyl)benzamide CN(S(=O)(=O)NC=1C=CC(=C(C(=O)N[C@H](C)C2=CC=CC3=CC=CC=C23)C1)C)C